O1CCN(CC1)CC#CCNC1=NC(N(C2=CC(=CC=C12)C(F)(F)F)C=1C=NC=CC1)=O 4-((4-morpholinobut-2-yn-1-yl)amino)-1-(pyridin-3-yl)-7-(trifluoromethyl)quinazolin-2(1H)-one